N-{[(4R)-4-cyclopropyl-2,5-dioxoimidazolidin-4-yl]methyl}-4',6-dimethyl[biphenyl]-2-carboxamide C1(CC1)[C@@]1(NC(NC1=O)=O)CNC(=O)C=1C(=C(C=CC1)C)C1=CC=C(C=C1)C